FC=1C=C(CN2C(=NC3=NC=C(C=C32)N3C=CC=2N=CN=C(C23)OCF)C)C=C(C1)F 1-(3,5-difluorobenzyl)-6-(4-(fluoromethoxy)-5H-pyrrolo[3,2-d]pyrimidin-5-yl)-2-methyl-1H-imidazo[4,5-b]pyridine